(1R,5S)-8-(2-phenylpropan-2-yl)-3,8-diazabicyclo[3.2.1]oct-6-ene-3-carboxylate C1(=CC=CC=C1)C(C)(C)N1[C@H]2CN(C[C@@H]1C=C2)C(=O)[O-]